(Fluorenylmethoxycarbonyl)-methionine C1(=CC=CC=2C3=CC=CC=C3CC12)COC(=O)N[C@@H](CCSC)C(=O)O